N3-(2,3,4,5-tetrahydrobenzo[b]oxepin-7-yl)-1H-1,2,4-triazole-3,5-diamine O1C2=C(CCCC1)C=C(C=C2)NC2=NNC(=N2)N